C(C)N(C1=CC=C2C=C(C(OC2=C1)=O)C(C)=C(C#N)C#N)CC 2-(1-(7-(diethylamino)coumarin-3-yl)ethylidene)malononitrile